FC1=C(N(C=2N=C(N=CC21)NC2=CC=C(C=C2)N2CCN(CC2)CCO)C2=CC=CC(=N2)N=S(=O)(C)C)C2CC2 ((6-(5-fluoro-2-((4-(4-(2-hydroxyethyl)piperazin-1-yl)phenyl)amino)-6-cyclopropyl-7H-pyrrolo[2,3-d]pyrimidin-7-yl)pyridin-2-yl)imino)dimethyl-λ6-sulfanone